2-(3-cyano-4,6-bis(trifluoromethyl)pyridin-2-ylamino)-N-(4-fluorophenyl)-N-methylacetamide C(#N)C=1C(=NC(=CC1C(F)(F)F)C(F)(F)F)NCC(=O)N(C)C1=CC=C(C=C1)F